1-(benzo[d][1,3]dioxol-5-yl)-N-(2-tert-butyl-1-(2-(dimethylamino)-2-oxoethyl)-1H-indol-5-yl)cyclopropanecarboxamide O1COC2=C1C=CC(=C2)C2(CC2)C(=O)NC=2C=C1C=C(N(C1=CC2)CC(=O)N(C)C)C(C)(C)C